(5-cyanopyridin-2-yl)-N-(1-(4-fluorophenyl)ethyl)-1-(2-methyl-2-morpholinopropyl)-2-oxo-1,2-dihydro-1,8-naphthyridine-3-carboxamide C(#N)C=1C=CC(=NC1)C1=C(C(N(C2=NC=CC=C12)CC(C)(N1CCOCC1)C)=O)C(=O)NC(C)C1=CC=C(C=C1)F